trans-5-amino-1-(4-(4-methylpiperazin-1-yl)cyclohexyl)-3-(4-phenoxyphenyl)-1H-pyrazole-4-carboxamide NC1=C(C(=NN1[C@@H]1CC[C@H](CC1)N1CCN(CC1)C)C1=CC=C(C=C1)OC1=CC=CC=C1)C(=O)N